2,2'-bis(trifluoromethyl)-4,4'-biphenyl-dicarboxylic acid FC(C1=C(C=CC(=C1)C(=O)O)C1=C(C=C(C=C1)C(=O)O)C(F)(F)F)(F)F